N-hydroxy-2-(4-(trifluoromethyl)phenyl)acetamidine ONC(CC1=CC=C(C=C1)C(F)(F)F)=N